C(C(O)C)(=O)OC(CC[C@@H](C(=O)O)NC(=O)C1=CC=C(NCC2=CN=C3N=C(N)NC(=O)C3=N2)C=C1)=O folyl lactate